(9S,10S,12R)-2,3,9,10,11,12-Hexahydro-10-hydroxy-10-(hydroxymethyl)-9-methyl-9,12-epoxy-1H-diindolo[1,2,3-fg:3',2',1'-kl]pyrrolo[3,4-i][1,6]benzodiazocin-1-one O[C@@]1(C[C@@H]2N3C=4C=5N([C@]1(O2)C)C2=CC=CC=C2C5C5=C(C4C=4C=CC=CC43)C(NC5)=O)CO